C(=O)C1=CC=C(C=C1)C=1N=C(N(N1)C1=CC=C(C=C1)OC(F)(F)F)NS(=O)(=O)C N-[5-(4-formylphenyl)-2-[4-(trifluoromethoxy)phenyl]-1,2,4-triazol-3-yl]methanesulfonamide